BrC=1C=C2C(=NC1COCC(=O)N)N(C=C2)COCC[Si](C)(C)C 2-[(5-bromo-1-[[2-(trimethylsilyl)ethoxy]methyl]pyrrolo[2,3-b]pyridin-6-yl)methoxy]acetamide